2-amino-1-phenyl-1,3-propanediol benzoate mesitylglyoxylate C1(=C(C(=CC(=C1)C)C)C(C(=O)OCC(C(OC(C1=CC=CC=C1)=O)C1=CC=CC=C1)N)=O)C